1,3-bis[2,3-di(methacryloxy)-propoxy]-benzene C(C(=C)C)(=O)OC(COC1=CC(=CC=C1)OCC(COC(C(=C)C)=O)OC(C(=C)C)=O)COC(C(=C)C)=O